C(=O)[O-].C1(CCC1)C(OC(C(=O)OC1CC2CCC(C1)[N+]21CCCC1)(C1=CC=CC=C1)C1=CC=CC=C1)OC(CC(C)C)=O 3-(2-(cyclobutyl((3-methylbutanoyl)oxy)methoxy)-2,2-diphenylacetoxy)spiro[bicyclo[3.2.1]octane-8,1'-pyrrolidin]-8-ium formate